FC1=CC=C(OC2=CN=C(S2)N)C=C1 5-(4-fluorophenoxy)-1,3-thiazol-2-amine